ClC=1C=C(C#N)C=C(C1)C(C)(C)C1=CC=C(C=C1)OCC1=NC(=NC=C1)Cl 3-chloro-5-(2-(4-((2-chloropyrimidin-4-yl)methoxy)phenyl)propan-2-yl)benzonitrile